C(C)(C)(C)OC(=O)N1C[C@H](CC1)N1CCCC2=CC(=CC(=C12)B(O)O)Cl (S)-(1-(1-(tert-butoxycarbonyl)pyrrolidin-3-yl)-6-chloro-1,2,3,4-tetrahydroquinolin-8-yl)boronic acid